tert-butyl (3R,4R)-3-methoxy-4-((methylsulfonyl)oxy)pyrrolidine-1-carboxylate CO[C@@H]1CN(C[C@H]1OS(=O)(=O)C)C(=O)OC(C)(C)C